(R)-3-(2-(3-(4-methoxy-3-(1H-pyrazol-5-yl)phenyl)azetidin-1-yl)-2-oxoethyl)pyrrolidine-1-carbonitrile COC1=C(C=C(C=C1)C1CN(C1)C(C[C@@H]1CN(CC1)C#N)=O)C1=CC=NN1